4-(3-chloro-4-(9-(3-chlorobenzyl)-6-(1-methylcyclopropoxy)-9H-purin-8-yl)phenoxy)-2-isopropylbutanoic acid ClC=1C=C(OCCC(C(=O)O)C(C)C)C=CC1C=1N(C2=NC=NC(=C2N1)OC1(CC1)C)CC1=CC(=CC=C1)Cl